ClC=1C=CC(=C(C1)C1=C(C=NC(=C1)C)C(=O)O)OC 4-(5-chloro-2-methoxyphenyl)-6-methylpyridin-3-carboxylic acid